NC1=NC(=CC(=C1)C)Br 2-amino-4-methyl-6-bromopyridine